4-Amino-1-(3-(pyrrolidin-1-ylmethyl)benzyl)-1,3-dihydro-2H-imidazo[4,5-c]quinoline NC1=NC=2C=CC=CC2C2=C1NCN2CC2=CC(=CC=C2)CN2CCCC2